3-tert-Butyl-[1,2,4]oxadiazole-5-carboxylic acid [6-(4,4,5,5-tetramethyl-[1,3,2]dioxaborolan-2-yl)-1,2,3,4-tetrahydro-naphthalen-1-yl]-amide CC1(OB(OC1(C)C)C=1C=C2CCCC(C2=CC1)NC(=O)C1=NC(=NO1)C(C)(C)C)C